propyl-sulfonate C(CC)S(=O)(=O)[O-]